FC=1C=C(OC2=CC=C(C=C2)[C@H]2SCC[C@H](NC2=O)CO)C=C(C1)F (2R,5S)-2-(4-(3,5-difluorophenoxy)phenyl)-5-(hydroxymethyl)-1,4-thiazepan-3-one